ClC=1C=CC2=C(N(C(=N2)C=2C(=NC=NC2)C(C)C)C2CC2)C1 6-Chloro-1-cyclopropyl-2-(4-isopropylpyrimidin-5-yl)-1H-benzo[d]imidazol